C1(CC1)C[C@@H](C(=O)NC(C(=O)OC)CC1CCCC2=C1N=CS2)NC(=O)C=2NC1=CC=CC=C1C2 methyl 2-((S)-3-cyclopropyl-2-(1H-indole-2-carboxamido)propanamido)-3-(4,5,6,7-tetrahydrobenzo[d]thiazol-4-yl)propanoate